N,N-dimethyltriaconta-21,24-dien-9-amine CN(C(CCCCCCCC)CCCCCCCCCCCC=CCC=CCCCCC)C